ClC=1C=C2C=CN(C(C2=CC1)=O)C1=CC=C(C=C1)OC 6-chloro-N-p-methoxyphenylisoquinolin-1(2H)-one